OC1=CC=C(C=C1)C1=CC=C(C=C1)O E-4,4'-dihydroxybiphenyl